(S)-2-((R)-2-((S)-2-(6-(2,5-dioxo-2,5-dihydro-1H-pyrrol-1-yl)hexanamido)propionamido)propionamido)-N1-(4-(hydroxymethyl)phenyl)succinamide O=C1N(C(C=C1)=O)CCCCCC(=O)N[C@H](C(=O)N[C@@H](C(=O)N[C@H](C(=O)NC1=CC=C(C=C1)CO)CC(=O)N)C)C